N1=CC(=CC=C1)N1C[C@H](CCC1)N (3S)-1-{pyridin-3-yl}piperidin-3-amine